[Si](C)(C)(C(C)(C)C)OC(C)(C)C1=CC(=NC(=C1)C#N)C1=NC=C(C=C1)CC(=O)NC1=NC=C(C(=C1)OC)Cl 2-(4'-(2-((tert-butyldimethylsilyl)oxy)propan-2-yl)-6'-cyano-[2,2'-bipyridyl]-5-yl)-N-(5-chloro-4-methoxypyridin-2-yl)acetamide